N-(7-(2-chloro-5-fluorophenyl)-2,9-dioxo-2,7,8,9-tetrahydro-1H-pyrrolo[3,4-h]quinolin-6-yl)-3-fluoro-5-(trifluoromethyl)benzamide ClC1=C(C=C(C=C1)F)C1NC(C=2C1=C(C=C1C=CC(NC21)=O)NC(C2=CC(=CC(=C2)C(F)(F)F)F)=O)=O